O1C(=CC=C1)C=CC1=NC(=NC(=N1)C(Cl)(Cl)Cl)C(Cl)(Cl)Cl 2-[2-(2-furyl)vinyl]-4,6-bis(trichloromethyl)-s-triazine